OC1=CC=C(C=C1)C(C)(CCC1=CC=C(C=C1)O)C 2,4-Bis-(4-hydroxyphenyl)-2-methyl-butane